2-(2-fluorophenyl)-N-{4-(4-cyclopropyl-1H-imidazol-1-yl)-3-[(2,4-dimethoxybenzyl)sulfamoyl]phenyl}acetamide FC1=C(C=CC=C1)CC(=O)NC1=CC(=C(C=C1)N1C=NC(=C1)C1CC1)S(NCC1=C(C=C(C=C1)OC)OC)(=O)=O